Cl.O1C(=CC=C1)C1=NN2C(N=C(C=C2)NCC2CNCCC2)=C1C#N 2-(2-furyl)-5-(3-piperidinylmethylamino)pyrazolo[1,5-a]Pyrimidine-3-carbonitrile hydrochloride